tert-butyl (3-((3-amino-6-chloropyridazin-4-yl)oxy)-2-phenylpropyl)carbamate NC=1N=NC(=CC1OCC(CNC(OC(C)(C)C)=O)C1=CC=CC=C1)Cl